BrC1=C(C=C(C=C1O)\C=C\C1=CSC=C1)O (E)-2-bromo-5-(2-(thiophen-3-yl)vinyl)benzene-1,3-diol